COC1=NC=C(C(=C1)C(C(=O)[O-])C(=O)[O-])SC 2-(2-methoxy-5-(methylthio)pyridin-4-yl)malonate